iminomethoxide N=C[O-]